methyl 4-(benzyloxy)-2-hydroxybenzoate C(C1=CC=CC=C1)OC1=CC(=C(C(=O)OC)C=C1)O